CN1C(=NC2=C(N=C(N=C2C2=CC=C(C#N)C=C2)N2C[C@H](O[C@H](C2)C=2C=NN(C2)C)C)C1=O)C(F)(F)F 4-(7-methyl-2-((2R,6S)-2-methyl-6-(1-methyl-1H-pyrazol-4-yl)morpholino)-8-oxo-6-(trifluoromethyl)-7,8-dihydropyrimido[5,4-d]pyrimidin-4-yl)benzonitrile